C1(=CC=CC=C1)C=1N=C(OC1C1=CC=CC=C1)SC(C(=O)NCCC)C 2-(4,5-diphenyloxazol-2-yl)sulfanyl-N-propylpropanamide